C(#N)C=1C=C(C=CC1)C(CCC1CC1)(N[S@](=O)C(C)(C)C)C=1C=CC(=C(C1)NC(=O)[C@@H]1N(C[C@@H](C1)OC)C(=O)OCC1=CC=CC=C1)F benzyl (2R,4R)-2-(5-((-)-1-(3-cyanophenyl)-3-cyclopropyl-1-((R)-1,1-dimethylethylsulfinamido) propyl)-2-fluorophenylcarbamoyl)-4-methoxypyrrolidine-1-carboxylate